aminomethyl-ammonium phosphonate P([O-])([O-])=O.NC[NH3+].NC[NH3+]